2-(4-((5-fluoropyridin-2-yl)oxy)piperidin-1-yl)-8-nitro-6-(trifluoromethyl)-4H-benzo[e][1,3]thiazin-4-one FC=1C=CC(=NC1)OC1CCN(CC1)C=1SC2=C(C(N1)=O)C=C(C=C2[N+](=O)[O-])C(F)(F)F